CN(C1CC=2C=CC(=CC2CC1)NC1=NC=C2C(=N1)NNC2=O)C 6-((6-(diMethylamino)-5,6,7,8-tetrahydronaphthalen-2-yl)amino)-1,2-dihydro-3H-pyrazolo[3,4-d]pyrimidin-3-one